BrC=1C=C2CCCC(C2=CC1)N(C)C 6-bromo-N,N-dimethyl-1,2,3,4-tetrahydronaphthalen-1-amine